NC1=C(C(=O)NC(C)C)C=C(C=N1)C1=C(C=C(C=C1)NC(CC1=CC(=CC=C1)Cl)=O)C 2-amino-5-(4-(2-(3-chlorophenyl)acetamido)-2-methylphenyl)-N-isopropylnicotinamide